N-hydroxy-4-(3-(6-((2-phenylcyclopropyl)amino)-2-azaspiro[3.3]heptan-2-yl)propyl)benzamide TFA salt OC(=O)C(F)(F)F.ONC(C1=CC=C(C=C1)CCCN1CC2(C1)CC(C2)NC2C(C2)C2=CC=CC=C2)=O